7-(N,N-diethylamino)-2H-chromene C(C)N(CC)C1=CC=C2C=CCOC2=C1